(1s,4s)-4-(3-Chloroanilino)-2'-(5,5-dimethylcyclopent-1-en-1-yl)spiro[cyclohexane-1,1'-indene]-4-carboxylic acid ClC=1C=C(NC2(CCC3(C(=CC4=CC=CC=C34)C3=CCCC3(C)C)CC2)C(=O)O)C=CC1